(R)-2-(3-methyl-2,6-dioxopiperidin-3-yl)-1-oxoisoindoline-5-carbonitrile C[C@@]1(C(NC(CC1)=O)=O)N1C(C2=CC=C(C=C2C1)C#N)=O